CN1N=CC(=C1)C(CN1C(CNCC1)C(=O)[O-])=O 1-(2-(1-methyl-1H-pyrazol-4-yl)-2-oxoethyl)piperazine-2-carboxylate